N-(2-fluoro-4-(5-methyl-1,2,4-oxadiazol-3-yl)benzyl)pyrazin-2-amine FC1=C(CNC2=NC=CN=C2)C=CC(=C1)C1=NOC(=N1)C